(2R)-2-amino-2-(4-(ethylsulfonyl)phenyl)ethanol N[C@@H](CO)C1=CC=C(C=C1)S(=O)(=O)CC